Cl.Cl.C1(CC1)NCCN(C)C [2-(cyclopropylamino)ethyl]dimethylamine dihydrochloride